NC1=C(C=CC(=C1)C1=CSC=C1)NC(OC(C)(C)C)=O tert-butyl N-[2-amino-4-(3-thienyl)phenyl]carbamate